(S)-2-(3-(Acrylamidomethyl)-1-(4-(trifluoromethoxy)phenyl)-1H-pyrazolo[3,4-b]pyridin-4-yl)-2-hydroxyethyldihydrogenphosphate C(C=C)(=O)NCC1=NN(C2=NC=CC(=C21)[C@@H](COP(=O)(O)O)O)C2=CC=C(C=C2)OC(F)(F)F